C1(CCCC1)N1C(=NC=C1)NC=1C=C(C2=C(N=C(N=C2)SC)N1)C#C[Si](C(C)C)(C(C)C)C(C)C 1-cyclopentyl-N-[2-(methylsulfanyl)-5-[2-(triisopropylsilyl)ethynyl]pyrido[2,3-d]pyrimidin-7-yl]imidazol-2-amine